2-(4-hydroxy-phenyl)chromenylium-3,5,7-triol OC1=CC=C(C=C1)C1=[O+]C=2C=C(C=C(C2C=C1O)O)O